(4-methoxybenzyl)-1H-indazole-5-carboxamide COC1=CC=C(CN2N=CC3=CC(=CC=C23)C(=O)N)C=C1